4-(6-(4-aminopiperidin-1-yl)-3-(3-fluoro-4-methoxyphenyl)-4-hydroxypyridin-2-yl)-2-fluorobenzonitrile formate salt C(=O)O.NC1CCN(CC1)C1=CC(=C(C(=N1)C1=CC(=C(C#N)C=C1)F)C1=CC(=C(C=C1)OC)F)O